The molecule is a naphthalenesulfonic acid that is 7-amino-4-hydroxy-3-({4-[(4-sulfophenyl)diazenyl]phenyl}diazenyl)naphthalene-2-sulfonic acid in which one of the amino hydrogens is replaced by a benzoyl group. The disodium salt is the histological dye 'Sirius red 4B'. It has a role as a fluorochrome, a histological dye, an environmental contaminant and a poison. It is a member of azobenzenes, a bis(azo) compound, a member of naphthols, a naphthalenesulfonic acid and a member of benzamides. It is a conjugate acid of a Sirius red 4B(2-). C1=CC=C(C=C1)C(=O)NC2=CC3=CC(=C(C(=C3C=C2)O)N=NC4=CC=C(C=C4)N=NC5=CC=C(C=C5)S(=O)(=O)O)S(=O)(=O)O